2-Chloro-N-{2-[4-(difluoromethyl)-1,3-thiazol-5-yl]-2-[4-({pyrazolo[1,5-a]pyrazin-4-yloxy}methyl)piperidin-1-yl]ethyl}-6-fluorobenzamid ClC1=C(C(=O)NCC(N2CCC(CC2)COC=2C=3N(C=CN2)N=CC3)C3=C(N=CS3)C(F)F)C(=CC=C1)F